(R)-2-methyl-3-phenylpropionic acid C[C@@H](C(=O)O)CC1=CC=CC=C1